6-(4-(tert-butyl)phenyl)-N-methylpyridin-2-amine C(C)(C)(C)C1=CC=C(C=C1)C1=CC=CC(=N1)NC